3-[(4R)-4-[2-[5-[(6,7-difluoro-4-methylsulfonyl-1H-indol-5-yl)oxy]-2-fluoro-phenyl]-1H-imidazol-4-yl]-4-methyl-chroman-8-yl]propanoic acid FC1=C(C(=C2C=CNC2=C1F)S(=O)(=O)C)OC=1C=CC(=C(C1)C=1NC=C(N1)[C@@]1(CCOC2=C(C=CC=C12)CCC(=O)O)C)F